2,5-bis(thiophene-2-yl)thieno[3,2-b]thiophene S1C(=CC=C1)C1=CC2=C(S1)C=C(S2)C=2SC=CC2